3-(1,3-dioxoisoindolin-2-yl)-2,2-difluoropropyl-1,1-d2 trifluoromethanesulfonate FC(S(=O)(=O)OC(C(CN1C(C2=CC=CC=C2C1=O)=O)(F)F)([2H])[2H])(F)F